N-(pyridin-2-yl)-N-(thiophen-2-ylmethyl)-2-(p-tolyloxy)acetamide N1=C(C=CC=C1)N(C(COC1=CC=C(C=C1)C)=O)CC=1SC=CC1